NC=1C2=C(N=C(N1)OCCCC)C(=C(N2)C(=O)N)CC2=CC=C(C=C2)CN2CCCC2 4-amino-2-butoxy-7-(4-(pyrrolidin-1-ylmethyl)benzyl)-5H-pyrrolo[3,2-d]pyrimidine-6-carboxamide